8-(hydroxymethyl)isoflavone OCC=1C=CC=C2C(C(=COC12)C1=CC=CC=C1)=O